ethoxy(3-[1-[7-(methylcarbamoyl)-5H-pyrrolo[3,2-d]pyrimidin-4-yl]piperidin-4-yl]propyl)phosphinic acid C(C)OP(O)(=O)CCCC1CCN(CC1)C=1C2=C(N=CN1)C(=CN2)C(NC)=O